2-bromo-1-(1-ethyl-2-oxabicyclo[2.2.1]hept-4-yl)ethan-1-one BrCC(=O)C12COC(CC1)(C2)CC